1-Amino-2-oxa-3,3-bis(aminomethoxy)hexan NCOC(CCC)(OCN)OCN